Aspartyl-Coa N[C@@H](CC(=O)O)C(=O)SCCNC(CCNC([C@@H](C(COP(OP(OC[C@@H]1[C@H]([C@H]([C@@H](O1)N1C=NC=2C(N)=NC=NC12)O)OP(=O)(O)O)(=O)O)(=O)O)(C)C)O)=O)=O